N-tertbutyl-p-menthane-3-carboxamide C(C)(C)(C)NC(=O)C1CC(CCC1C(C)C)C